Natrium-Calcium Pyrophosphat [O-]P([O-])(=O)OP(=O)([O-])O.[Ca+2].[Na+]